4-[[(7R)-8-cyclopentyl-7-ethyl-5-methyl-6-oxo-7H-pteridin-2-yl]amino]-3-methoxy-N-[1-[3-(4-piperidyl)propyl]-4-piperidyl]benzamide C1(CCCC1)N1[C@@H](C(N(C=2C=NC(=NC12)NC1=C(C=C(C(=O)NC2CCN(CC2)CCCC2CCNCC2)C=C1)OC)C)=O)CC